BrC1=CC(=CC=2N(C=NC21)COCC[Si](C)(C)C)C#N 4-bromo-1-((2-(trimethylsilyl)ethoxy)methyl)-1H-benzo[d]-imidazole-6-carbonitrile